3-chloro-7-((2S,6R)-2-(1-cyclopropyl-1H-pyrazol-4-yl)-6-methylmorpholino)-9-(2,4-difluorophenyl)-2,3-dimethyl-4H-pyrazino[1,2-a]pyrimidin-4-one ClC1(C(N=C2N(C1=O)C=C(N=C2C2=C(C=C(C=C2)F)F)N2C[C@@H](O[C@@H](C2)C)C=2C=NN(C2)C2CC2)C)C